tert-butyl 1-[3-(methoxycarbonyl)cyclobutyl]piperidine-3-carboxylate COC(=O)C1CC(C1)N1CC(CCC1)C(=O)OC(C)(C)C